N-((3S,4S)-3-((8-(azetidin-1-yl)-6-(2,6-dichloro-3,5-dimethoxyphenyl)pyrido[3,4-d]pyrimidin-2-yl)amino)tetra-hydro-2H-pyran-4-yl)acrylamide N1(CCC1)C1=NC(=CC2=C1N=C(N=C2)N[C@@H]2COCC[C@@H]2NC(C=C)=O)C2=C(C(=CC(=C2Cl)OC)OC)Cl